C(CN1C(=NC2=C1C=CC(=C2OC)C(=O)N)C2=C(C=C(C=C2C=2N=NNN2)Cl)F)N2C(=NC1=C2C=CC(=C1OC)C(=O)N)C1=C(C=C(C=C1C=1N=NNN1)Cl)F (d)-1,1'-(ethane-1,2-diyl)bis(2-(4-chloro-2-fluoro-6-(2H-tetrazol-5-yl)phenyl)-4-methoxy-1H-benzo[d]imidazole-5-carboxamide)